5-(pyrazin-2-ylamino)-3-(4-(((3-(trifluoromethyl)phenyl)methyl)sulfonamido)phenyl)-1H-pyrazole-4-carboxamide N1=C(C=NC=C1)NC1=C(C(=NN1)C1=CC=C(C=C1)NS(=O)(=O)CC1=CC(=CC=C1)C(F)(F)F)C(=O)N